FC=1C(=CC(=NC1)NC)[C@@H](CO)NC(CC)=O N-[(1S)-1-[5-fluoro-2-(methylamino)pyridin-4-yl]-2-hydroxyethyl]propionamide